OCCN(C1=C2C(=NC=C1)N(N=C2CNC(OC(C)(C)C)=O)C2=CC=C(C=C2)OC(F)(F)F)C tert-butyl ((4-((2-hydroxyethyl)(methyl)amino)-1-(4-(trifluoromethoxy)phenyl)-1H-pyrazolo[3,4-b]pyridin-3-yl)methyl)carbamate